ClC=1C=C(NC=2C=3N(C=CN2)C(=CN3)C3=C(C(=C(OCC#N)C=C3)F)F)C=CC1C(=O)N1CCN(CC1)CCN1CC(C1)S(=O)(=O)C 2-[4-[8-[3-chloro-4-[4-[2-(3-methylsulfonylazetidin-1-yl)ethyl]piperazine-1-carbonyl]anilino]imidazo[1,2-a]pyrazin-3-yl]-2,3-difluorophenoxy]acetonitrile